(S)-1-(4-(4-methylthiazol-5-yl)phenyl)ethan-1-amine hydrochloride Cl.CC=1N=CSC1C1=CC=C(C=C1)[C@H](C)N